7-cyclopentyl-2-{5-[4-(2-isopropoxyethyl)-piperazin-1-yl]-pyridin-2-ylamino}-7H-pyrrolo[2,3-d]pyrimidine-6-carboxylic acid C1(CCCC1)N1C(=CC2=C1N=C(N=C2)NC2=NC=C(C=C2)N2CCN(CC2)CCOC(C)C)C(=O)O